C(C)(C)(C)OC(=O)N1CCCC2=CC=C(N=C12)CCCC=1N=C(SC1)C(CC(=O)OCC)N1N=C(C=C1C)C 7-(3-(2-(1-(3,5-dimethyl-1H-pyrazol-1-yl)-3-ethoxy-3-oxopropyl)thiazol-4-yl)propyl)-3,4-dihydro-1,8-naphthyridine-1(2H)-carboxylic acid tert-butyl ester